C(C)(=O)N1CCC(CC1)N1C(N(C(C2=CC(=CC=C12)OC(C#N)C)=O)CC1=CC(=C(C=C1)OC)OC)=O 2-{[1-(1-acetylpiperidin-4-yl)-3-(3,4-dimethoxybenzyl)-2,4-dioxo-1,2,3,4-tetrahydroquinazolin-6-yl]oxy}propanenitrile